COC=1C=C(CN2C=C(C=C2)C2=NC(=NC(=C2)C(F)(F)F)S(=O)(=O)C)C=CC1 (1-(3-methoxybenzyl)-1H-pyrrol-3-yl)-2-(methylsulfonyl)-6-(trifluoromethyl)pyrimidine